N-[4-chloro-2-[[(1S)-3-(methylamino)-1-[[(3S,5R)-5-methyl-2-oxo-pyrrolidin-3-yl]methyl]-2,3-dioxo-propyl]carbamoyl]phenyl]-5-(trifluoromethyl)pyridine-2-carboxamide ClC1=CC(=C(C=C1)NC(=O)C1=NC=C(C=C1)C(F)(F)F)C(N[C@H](C(C(=O)NC)=O)C[C@H]1C(N[C@@H](C1)C)=O)=O